tert-butyl N-[[1-[4-(difluoromethoxy)phenyl]-4-(hydroxymethyl)pyrazolo[3,4-b]pyridin-3-yl]methyl]carbamate FC(OC1=CC=C(C=C1)N1N=C(C=2C1=NC=CC2CO)CNC(OC(C)(C)C)=O)F